4-butenoyloxy-2,2,6,6-tetramethylpiperidine C(C=CC)(=O)OC1CC(NC(C1)(C)C)(C)C